O=C1NC2=CC=CC=C2CC1C(=O)O 2-oxo-3,4-dihydro-1H-quinoline-3-carboxylic acid